O=C(O)[C@@H](N)CC1=CC=C(O)C(O)=C1 DOPA